N1=CC=CC2=C(C=C3C=CC=NC3=C12)C1=CC2=C(OC3=C2C=C(C=C3)C3=C2C=CC=NC2=C2N=CC=CC2=C3)C=C1 2,8-bis(phenanthroline-5-yl)dibenzofuran